3-(difluoromethyl)-N'-(4-(2,6-dimethylphenoxy)phenyl)-1-methyl-1H-pyrazole-4-hydrazide FC(C1=NN(C=C1C(=O)NNC1=CC=C(C=C1)OC1=C(C=CC=C1C)C)C)F